5-chloro-3-(2,6-dimethoxyphenyl)-2-(6-ethoxypyridin-2-yl)-3H-imidazo[4,5-b]pyridine ClC1=CC=C2C(=N1)N(C(=N2)C2=NC(=CC=C2)OCC)C2=C(C=CC=C2OC)OC